C(#N)C1=C(C=CC=C1)C=1N=C(SC1)C1=C(C(=O)N)C=CC(=C1)N1CCOCC1 [4-(2-cyanophenyl)thiazol-2-yl]-4-morpholino-benzamide